5-ethyl-2-methoxy-4-((3aR,6aS)-5-methylhexahydropyrrolo[3,4-c]pyrrol-2(1H)-yl)aniline C(C)C=1C(=CC(=C(N)C1)OC)N1C[C@@H]2CN(C[C@@H]2C1)C